N-[(3R,4S)-1-{(5S)-5-[3-(2,6-difluorophenyl)-5-methylpyridin-2-yl]-4,5-dihydro-1,2-oxazol-3-yl}-4-fluoropyrrolidin-3-yl]methanesulfonamide FC1=C(C(=CC=C1)F)C=1C(=NC=C(C1)C)[C@@H]1CC(=NO1)N1C[C@H]([C@H](C1)F)NS(=O)(=O)C